(3S,5R)-6-oxo-2,7-diazaspiro[4.5]decane-3-carboxamide hydrochloride Cl.O=C1[C@@]2(C[C@H](NC2)C(=O)N)CCCN1